2,4,6-tris(pyridin-4-yl)pyridine N1=CC=C(C=C1)C1=NC(=CC(=C1)C1=CC=NC=C1)C1=CC=NC=C1